ClC1=CC(=C(C=N1)C1=CC=C(C=C1)C1CN(C1)C(=O)N1C[C@H](CC1)C(=O)N)S(=O)(=O)C (3S)-1-[3-[4-(6-Chloro-4-methylsulfonyl-3-pyridyl)phenyl]azetidine-1-carbonyl]pyrrolidine-3-carboxamide